tert-butyl 4-{2-[5-(pyridin-4-yl)-4-[4-(trifluoromethyl)phenyl]-1H-imidazol-1-yl]acetyl}piperazine-1-carboxylate N1=CC=C(C=C1)C1=C(N=CN1CC(=O)N1CCN(CC1)C(=O)OC(C)(C)C)C1=CC=C(C=C1)C(F)(F)F